[Mo](=[Se])=[Se].[W] Tungsten molybdenum diselenide